C(C)(=O)C1=C(C(N(C=N1)CC1=CC=C(C=C1)OC)=O)OC1=C(C(=CC(=C1)Cl)Br)F 6-acetyl-5-(3-bromo-5-chloro-2-fluorophenoxy)-3-(4-methoxybenzyl)pyrimidin-4(3H)-one